2-(2,2,2-trifluoroethyl)pyrazolo[3,4-c]pyridin-4-amine FC(CN1N=C2C=NC=C(C2=C1)N)(F)F